2-(furan-2-yl)aniline O1C(=CC=C1)C1=C(N)C=CC=C1